ClC=1C=C(C=C(C1)NS(=O)(=O)C)NC(=O)C1=CN(C(=C1)C1=NC=C(C=C1OCC1=CC(=CC(=C1)C(C)(C)O)F)F)C N-(3-chloro-5-(methylsulfonamido)phenyl)-5-(5-fluoro-3-((3-fluoro-5-(2-hydroxypropan-2-yl)benzyl)oxy)pyridin-2-yl)-1-methyl-1H-pyrrole-3-carboxamide